NN1C(=CC=C1)C(=O)OC methyl 1-azanylpyrrole-2-carboxylate